(S)-2-Amino-3-(furan-2-yl)propanoic acid N[C@H](C(=O)O)CC=1OC=CC1